1-phenylethyl ((S)-3-(1-ethylcyclopropyl)-1-oxo-1-(((S)-1-oxo-3-((S)-2-oxopyrrolidin-3-yl)propan-2-yl)amino)propan-2-yl)carbamate C(C)C1(CC1)C[C@@H](C(N[C@H](C=O)C[C@H]1C(NCC1)=O)=O)NC(OC(C)C1=CC=CC=C1)=O